CCOCC(C)CCC[C@@H](C)[C@H]1CC[C@H]2[C@@H]3C[C@H]4C5(CCCC[C@]5(C)[C@H]3CC[C@]12C)O4 beta-ethoxy-5,6alpha-epoxycholestane